methyl 6-((4-((4-isothiocyanatophenethyl)carbamoyl)phenyl)(16-((6-(methoxycarbonyl)pyridin-2-yl)methyl)-1,4,10,13-tetraoxa-7,16-diazacyclooctadecan-7-yl)methyl)picolinate N(=C=S)C1=CC=C(CCNC(=O)C2=CC=C(C=C2)C(C2=CC=CC(=N2)C(=O)OC)N2CCOCCOCCN(CCOCCOCC2)CC2=NC(=CC=C2)C(=O)OC)C=C1